FC(OC1=CC=C(C=C1)C[SH2]=1CCC(N=C2C1C=CC=C2)=O)(F)F [[4-(trifluoromethoxy)phenyl]methyl]-2,3-dihydro-1lambda6,5-benzothiazepin-4-one